BrC1=CC=2C=3C=C(C=CC3C3=C(N=C(O3)C3=CC=CC=C3)C2C=C1)Br 6,9-dibromo-2-phenylphenanthro[9,10-d]oxazole